C(C)(C)(C)OC(=O)N(C(OC(C)(C)C)=O)C1=NC(=C(C(=C1)C)C#N)C tert-butyl (tert-butoxycarbonyl)(5-cyano-4,6-dimethylpyridin-2-yl)carbamate